Cl.CN1N=C(C=C1SC)C(N)=N 1-methyl-5-(methylthio)-1H-pyrazole-3-carboximidamide hydrochloride